ethyl 3-(benzamidomethyl)-4,5-dihydroisoxazole-5-carboxylate C(C1=CC=CC=C1)(=O)NCC1=NOC(C1)C(=O)OCC